N-((4-(4-(difluoromethyl)phenyl)-4,5,6,7-tetrahydropyrazolo[1,5-a]pyrimidin-6-yl)methyl)acrylamide FC(C1=CC=C(C=C1)N1C=2N(CC(C1)CNC(C=C)=O)N=CC2)F